triethoxy(4-{7-oxabicyclo[4.1.0]hept-3-yl}butyl)silane C(C)O[Si](CCCCC1CC2OC2CC1)(OCC)OCC